ClC1=C(C(=O)NC=2C=C3C(=NNC3=CC2)C=2C=NN(C2)C(F)F)C=CC=C1C#N 2-chloro-3-cyano-N-(3-(1-(difluoromethyl)-1H-pyrazol-4-yl)-1H-indazol-5-yl)benzamide